C(C)C=1C=2N(C=CC1)N=C(C2)[C@@H]2N(CCC1=C2N=CN1)C(=O)C=1OC(=NN1)C(C)(C)F (R)-(4-(4-ethylpyrazolo[1,5-a]pyridin-2-yl)-1,4,6,7-tetrahydro-5H-imidazo[4,5-c]pyridin-5-yl)(5-(2-fluoropropan-2-yl)-1,3,4-oxadiazol-2-yl)methanone